OC=1C=CC(=NC1)NC(=O)[C@H]1[C@@H](C1)C1=CC=CC=C1 (trans)-N-(5-hydroxy-pyridin-2-yl)-2-phenyl-cyclopropane-carboxamide